NC(CC12CC(CC(N1C(=O)NC1=CC(=C(C=C1)Cl)N1N=CC=N1)C2)C)=O 1-(2-amino-2-oxoethyl)-N-(4-chloro-3-(2H-1,2,3-triazol-2-yl)phenyl)-3-methyl-6-azabicyclo[3.1.1]heptane-6-carboxamide